1-acetyl-5-bromo-N-hydroxy-2,3-dihydro-1H-indole-6-sulfonamide C(C)(=O)N1CCC2=CC(=C(C=C12)S(=O)(=O)NO)Br